IC1=CN(C=2N=C(N=C(C21)C=C)NC)S(=O)(=O)C2=CC=C(C)C=C2 2-(5-iodo-2-(methylamino)-7-tosyl-7H-pyrrolo[2,3-d]pyrimidin-4-yl)ethene